FC=1C(=NC=C(C1C1=C(C=NC(=C1)C)C(=O)NC=1SC(=NN1)OC1CCC(CC1)(C)O)OC)C 3'-fluoro-N-(5-(((1r,4r)-4-hydroxy-4-methylcyclohexyl)oxy)-1,3,4-thiadiazol-2-yl)-5'-methoxy-2',6-dimethyl-(4,4'-bipyridine)-3-carboxamide